D-(+)-2-benzyl-glycyl alcohol C(C1=CC=CC=C1)[C@@H](N)C(=O)O